2-methyl-2-[4-(4,4,5,5-tetramethyl-1,3,2-dioxaborolan-2-yl)-2-pyridyl]propanenitrile CC(C#N)(C)C1=NC=CC(=C1)B1OC(C(O1)(C)C)(C)C